methacrylic acid 6-isocyanatohexyl ester N(=C=O)CCCCCCOC(C(=C)C)=O